rac-(3S)-5-[6-methyl-5-[[6-methyl-4-(methylamino)-2-pyridyl]amino]-[1,3]dioxolo[4,5-b]pyridin-7-yl]-2,3,4,7-tetrahydro-1H-azepin-3-ol CC=1C(=C2C(=NC1NC1=NC(=CC(=C1)NC)C)OCO2)C=2C[C@@H](CNCC2)O |r|